2-(tert-butyl)-4-nitrobenzonitrile C(C)(C)(C)C1=C(C#N)C=CC(=C1)[N+](=O)[O-]